(2R,3R,4R)-2-(2,6-dichloro-9H-purin-9-yl)tetrahydrofuran-3,4-diol ClC1=NC(=C2N=CN(C2=N1)[C@@H]1OC[C@H]([C@H]1O)O)Cl